10'H-10,3':7',10''-terphenoxazine C1=CC=CC=2OC3=CC=CC=C3N(C12)C=1C=CC=2NC3=CC=C(C=C3OC2C1)N1C2=CC=CC=C2OC=2C=CC=CC12